(S)-4-(cyclohexylamino)-N-(1-(3,4-dichlorophenyl)-2-(dimethylamino)ethyl)benzenesulfonamide C1(CCCCC1)NC1=CC=C(C=C1)S(=O)(=O)N[C@H](CN(C)C)C1=CC(=C(C=C1)Cl)Cl